7-[2-aminoethyl(5-dodecanoyloxypentyl)amino]heptyl 2-octyldecanoate C(CCCCCCC)C(C(=O)OCCCCCCCN(CCCCCOC(CCCCCCCCCCC)=O)CCN)CCCCCCCC